COC(C)N Methoxyethane-1-amine